CNC(=O)N1CC=2N(CC1)C(=NC2C=2C=CC=C1C=C(N=CC21)C=2C=NC(=CC2)C(NC)=O)C2CCOCC2 N-methyl-1-(3-(6-(methylcarbamoyl)pyridin-3-yl)isoquinolin-8-yl)-3-(tetrahydro-2H-pyran-4-yl)-5,6-dihydroimidazo[1,5-a]pyrazine-7(8H)-carboxamide